BrC1=CC=C(C=C1)C1=NC=NC=C1 4-(4-bromophenyl)pyrimidine